NC=1C2=C(NC(C1C1=NC3=C(N1)C=C(C(=C3)C3CC3)N3CCN(CC3)C3CC3)=O)C=C[Se]2 7-amino-6-(5-cyclopropyl-6-(4-cyclopropylpiperazin-1-yl)-1H-benzo[d]imidazol-2-yl)selenopheno[3,2-b]pyridin-5(4H)-one